1-{3-[5-(2,4-DIOXO-1,3-DIAZINAN-1-YL)PYRIDIN-2-YL]-3-AZABICYCLO[3.2.1]OCTANE-8-CARBONYL}-4-METHYLPIPERIDINE-4-CARBOXYLIC ACID O=C1N(CCC(N1)=O)C=1C=CC(=NC1)N1CC2CCC(C1)C2C(=O)N2CCC(CC2)(C(=O)O)C